O1CC(C1)CN oxetane-3-methylamine